N-Butyl-4-fluoro-1H-benzo[d]imidazole-1-carboxamide C(CCC)NC(=O)N1C=NC2=C1C=CC=C2F